1-(1,1-difluoroethyl)-3-isocyanatobenzene FC(C)(F)C1=CC(=CC=C1)N=C=O